N1CC[C@@H]2[C@H]1CN(C2)CCO Cis-2-(2,3,3a,4,6,6a-hexahydro-1H-pyrrolo[2,3-c]pyrrol-5-yl)ethanol